3-(3H-[1,2,3]triazolo[4,5-b]pyridin-5-yl)-N-(4-((benzyloxy)methyl)phenyl)-2,6-difluorobenzamide N1=NNC2=NC(=CC=C21)C=2C(=C(C(=O)NC1=CC=C(C=C1)COCC1=CC=CC=C1)C(=CC2)F)F